COC1=C(C=C(OC2=NC=C(C=C2)C(F)(F)F)C=C1)[N+](=O)[O-] 2-(4-Methoxy-3-nitrophenoxy)-5-(trifluoromethyl)pyridine